(1R,2R)-2-allylcyclopropane-1-carboxylic acid ethyl ester C(C)OC(=O)[C@H]1[C@@H](C1)CC=C